Cl.Cl.C1(=CC=CC=C1)C1CCNC1 4-phenylpyrrolidine dihydrochloride